Tert-butyl 4-(methyl(2-nitrophenyl)amino)piperidine-1-carboxylate CN(C1CCN(CC1)C(=O)OC(C)(C)C)C1=C(C=CC=C1)[N+](=O)[O-]